C(C)(C)C=1C=C(C=CC1)NC1=NC=2C(C3=CN=CC=C13)=NN1C2C=NC=C1 N-(3-isopropylphenyl)pyrazino[1',2':1,5]pyrazolo[4,3-c][2,6]naphthyridin-5-amine